5-chloro-N-(chroman-4-yl)-2-methoxynicotinamide ClC=1C=NC(=C(C(=O)NC2CCOC3=CC=CC=C23)C1)OC